(7R,8S)-7-((R)-5H-Imidazo[5,1-a]isoindol-5-yl)-5,6,7,8-tetrahydroimidazo[1,5-a]pyridin-8-ol C=1N=CN2C1C1=CC=CC=C1[C@H]2[C@@H]2[C@@H](C=1N(CC2)C=NC1)O